CC1=NN2C(C3(N(C4=C(C=CC=C24)NC(OC(C)(C)C)=O)C)CC3)=N1 tert-butyl (2',5'-dimethyl-5'H-spiro[cyclopropane-1,4'-[1,2,4]triazolo[1,5-a]quinoxalin]-6'-yl)carbamate